tetradecyl-diethyl-benzyl-ammonium chloride [Cl-].C(CCCCCCCCCCCCC)[N+](CC1=CC=CC=C1)(CC)CC